nonamethylenebis(trimethylammonium) C[N+](CCCCCCCCC[N+](C)(C)C)(C)C